(R)-N-(5-(1-acryloylpiperidine-3-carboxamido)pyridin-2-yl)-6-bromopicolinamide C(C=C)(=O)N1C[C@@H](CCC1)C(=O)NC=1C=CC(=NC1)NC(C1=NC(=CC=C1)Br)=O